t-butyl ((2S,3R)-4-(4-(8-chloro-5,6-dihydro-11H-benzo[5,6]cyclohepta[1,2-b]pyridin-11-ylidene)piperidin-1-yl)-3-hydroxy-1-phenylbutan-2-yl)carbamate ClC=1C=CC2=C(CCC=3C(=NC=CC3)C2=C2CCN(CC2)C[C@H]([C@H](CC2=CC=CC=C2)NC(OC(C)(C)C)=O)O)C1